BrC1=CC2=C(C(=NO2)N)C(=C1F)OC 6-Bromo-5-fluoro-4-methoxy-1,2-benzoxazol-3-amine